BrC=1C=CC(=NC1C)CO (5-Bromo-6-methylpyridin-2-yl)methanol